Phenethyl(4-methyl-3-(pyrimidin-2-yl)phenyl)carbamate C(CC1=CC=CC=C1)OC(NC1=CC(=C(C=C1)C)C1=NC=CC=N1)=O